CC=1C=C(C=NC1)C1=NC=C2N=CNC2=N1 2-(5-methylpyridin-3-yl)-9H-purin